C(C)C1(COC1)COCCC[Si](OC)(OC)OC 3-(3-ethyl-3-oxetanylmethoxy)propyltrimethoxy-silane